ClC=1C=C(CNCC(C)(C)C=2C=C(C=CC2)NC=2C(N(C(C2)=O)C2C(NC(CC2)=O)=O)=O)C=CC1C 3-(3-((3-(1-((3-chloro-4-methylbenzyl)amino)-2-methylpropan-2-yl)phenyl)amino)-2,5-dioxo-2,5-dihydro-1H-pyrrol-1-yl)piperidine-2,6-dione